N-(2-(azetidin-1-yl)ethyl)-3-methyl-6-(3-methylbenzyl)-1,2,4-triazin-5-amine N1(CCC1)CCNC=1N=C(N=NC1CC1=CC(=CC=C1)C)C